2-(benzofuran-2-yl)-2-(4-(3,5-dichloropyridin-4-yl)piperazin-1-yl)acetamide O1C(=CC2=C1C=CC=C2)C(C(=O)N)N2CCN(CC2)C2=C(C=NC=C2Cl)Cl